C(C)C1=C(C(=O)O)C=CC=C1.C(C1=CC=CC=C1)(=O)OCC Ethyl benzoate (ethylbenzoate)